[V].[Sn] Tin vanadium